BrC1=CC=C(C=C1)C1=NN(C2=C1C=NC=1C=CC(=CC21)OC)C2=CC=CC=C2 3-(4-bromophenyl)-8-methoxy-1-phenyl-1H-pyrazolo[4,3-c]quinoline